BrC1=CC=C(C=C1)N1C=NN(C1=O)CO (4-(4-bromophenyl)-5-oxo-4,5-dihydro-1H-1,2,4-triazol-1-yl)methanol